(R)-N-(sec-Butyl)glycin [C@@H](C)(CC)NCC(=O)O